3-methoxy-N-(6-((S)-5-methyl-6,7-dihydro-5H-pyrrolo[1,2-a]imidazol-3-yl)pyridin-2-yl)-1-(((S)-oxetan-2-yl)methyl)-1H-pyrazole-4-carboxamide COC1=NN(C=C1C(=O)NC1=NC(=CC=C1)C1=CN=C2N1[C@H](CC2)C)C[C@H]2OCC2